COC=1C(=NC=C(C1)CC1=CC=NC2=CC(=CN=C12)OC)OCC1=CC(=NO1)C 5-[[3-methoxy-5-[(7-methoxy-1,5-naphthyridin-4-yl)methyl]-2-pyridinyl]oxymethyl]-3-methyl-isoxazole